ClC1=CC=C2C=C(N(C2=C1)CCOC)C=1OC=NN1 2-(6-chloro-1-(2-methoxyethyl)-1H-indol-2-yl)-1,3,4-oxadiazole